Barium-Nickel-Iron [Fe].[Ni].[Ba]